FC(C(C(C(C(C(C(C(C(O)(F)F)(F)F)(F)F)(F)F)(F)F)(F)F)(F)F)(F)F)(O)F Perfluoro-1,9-nonanediol